FC1=C(C=CC(=C1)F)[C@H]1N(CCC(C1)=O)C(=O)OC(C)(C)C tert-butyl (S)-2-(2,4-difluorophenyl)-4-oxopiperidine-1-carboxylate